azabicyclo[3.3.1]Nonane N12CCCC(CCC1)C2